FC(OC1=CC=CC=2C(N(C3C=4C(C(C21)C3)=C3N(N4)C=CC(=C3)C=3C=NC(=NC3)C3(CCC3)NC(OC(C)(C)C)=O)C)=O)F tert-butyl (1-(5-(1-(difluoromethoxy)-6-methyl-5-oxo-5,6,7,14-tetrahydro-7,14-methanobenzo[c]pyrido[1',2':1,5]pyrazolo[4,3-f]azocin-12-yl)pyrimidin-2-yl)cyclobutyl)carbamate